6-methyl-2-oxo-1,2,3,4-tetrahydropyrimidine-5-carboxylate CC1=C(CNC(N1)=O)C(=O)[O-]